C(C)OC=1C=CC(=[N+](C1)[O-])C1=NN=C(N1C1=C(C=CC=C1)F)C1CC(C1)NC(=O)C=1C=2N=CC=NC2C=CC1 5-ethoxy-2-(4-(2-fluorophenyl)-5-((1r,3R)-3-(quinoxaline-5-carboxamido)cyclobutyl)-4H-1,2,4-triazol-3-yl)pyridine 1-oxide